CC1CC=2C(=CNC2CC1)C(=O)O 5-methyl-4,5,6,7-tetrahydro-1H-indole-3-carboxylic acid